Isopropenylbenzoate C(=C)(C)OC(C1=CC=CC=C1)=O